Cl.C(C)(=O)C1=CC=C(C[C@H](N)C(=O)O)C=C1 L-p-acetyl-phenylalanine hydrochloride